(rac)-2'-[6-amino-5-(trifluoromethoxy)pyridin-3-yl]-N-[1-(pyridin-4-yl)cyclobutyl]-5',6'-dihydro-1H-spiro[pyrrolidine-3,4'-pyrrolo[1,2-b]pyrazole]-1-carboxamide acetate C(C)(=O)O.NC1=C(C=C(C=N1)C=1C=C2N(N1)CC[C@]21CN(CC1)C(=O)NC1(CCC1)C1=CC=NC=C1)OC(F)(F)F |r|